4-fluoro-N-[2-fluoro-3-(4-methyl-6-oxo-1,6-dihydropyrimidin-2-yl)-4-(trifluoromethyl)benzyl]-1-[5-(trifluoromethyl)pyridin-2-yl]piperidine-4-carboxamide FC1(CCN(CC1)C1=NC=C(C=C1)C(F)(F)F)C(=O)NCC1=C(C(=C(C=C1)C(F)(F)F)C=1NC(C=C(N1)C)=O)F